tert-butyl (5-(1-(4-(((R)-1-hydroxy-4-methylpentan-2-yl)amino)-6-(methylsulfonamido)-1,3,5-triazin-2-yl)propan-2-yl)pyridin-2-yl)carbamate OC[C@@H](CC(C)C)NC1=NC(=NC(=N1)NS(=O)(=O)C)CC(C)C=1C=CC(=NC1)NC(OC(C)(C)C)=O